The molecule is major species at pH 7.3. It is a sterol 3-beta-D-glucoside and a monosaccharide derivative. It derives from a hydride of a solasodine(1+). C[C@@H]1CC[C@@]2([C@H]([C@H]3[C@@H](O2)C[C@@H]4[C@@]3(CC[C@H]5[C@H]4CC=C6[C@@]5(CC[C@@H](C6)O[C@H]7[C@@H]([C@H]([C@@H]([C@H](O7)CO)O)O)O)C)C)C)[NH2+]C1